C1(=CC=CC=C1)C(NCC(=O)O)C1=CC=CC=C1 N-(Diphenylmethyl)glycin